N1(CCCC1)CC(C)N 1-(1-pyrrolidineyl)-2-propanamine